FC1=C(C=CC(=C1)F)C=1CCCC2=C(C1OS(=O)(=O)C(F)(F)F)C=CC(=C2)C(=O)OC Methyl 8-(2,4-difluorophenyl)-9-(((trifluoromethyl)sulfonyl)oxy)-6,7-dihydro-5H-benzo[7]annulene-3-carboxylate